C(CCCCC)(=O)OCCl Chloromethyl Hexanoate